C1C[NH2+][C@H]([C@H]1O)C(=O)[O-] The molecule is an amino acid zwitterion obtained by transfer of a proton from the carboxy to the amino group of cis-3-hydroxy-D-proline; major species at pH 7.3 It is a tautomer of a cis-3-hydroxy-D-proline.